3-(hept-1-en-1-yl)-5-methoxy-1-phenyl-1H-benzo[g]indazole C(=CCCCCC)C1=NN(C2=C3C(=C(C=C12)OC)C=CC=C3)C3=CC=CC=C3